ditertbutyl selenide C(C)(C)(C)[Se]C(C)(C)C